[Si](C1=CC=CC=C1)(C1=CC=CC=C1)(C(C)(C)C)O[C@@H]1[C@H]2[C@@H](N([C@@H](C1)C2)C(=O)OC(C)(C)C)CO tert-butyl (1R,3R,4R,5S)-5-((tert-butyldiphenylsilyl)oxy)-3-(hydroxymethyl)-2-azabicyclo[2.2.1]heptane-2-carboxylate